COC=1C=C(C=CC1OC)CN 1-(3,4-dimethoxyphenyl)methylamine